C(C(=C)C)(=O)OCCCO[SiH2]OCCOCCCC methacryloxypropoxy(gamma-methylpropyloxy)ethoxysilane